The molecule is a member of the class of benzofurans that is 1-benzofuran substituted by a 2-methoxy-4-hydroxyphenyl group at position 2 and a prop-1-en-1-yl group at position 5. It is a lignan derivative isolated from the roots of Krameria lappacea. It has a role as an anti-inflammatory agent, a cyclooxygenase 1 inhibitor, a NF-kappaB inhibitor, a cyclooxygenase 2 inhibitor and a plant metabolite. It is a member of benzofurans, a member of phenols and a monomethoxybenzene. C/C=C/C1=CC2=C(C=C1)OC(=C2)C3=C(C=C(C=C3)O)OC